C(C)(C)(C)OC(=O)N[C@H](C(=O)OC)CC1=CC=C(C=C1)C1=C(C=C(C=C1)O)CC (S)-Methyl 2-((tert-butoxycarbonyl)amino)-3-(2'-ethyl-4'-hydroxy-[1,1'-biphenyl]-4-yl)propanoate